tert-butyl 4-((S)-4-((benzyloxy) carbonyl)-3-(cyanomethyl) piperazin-1-yl)-2-(((S)-1-cyclopropylpyrrolidin-2-yl) methoxy)-5,8-dihydropyrido[3,4-d]pyrimidine-7(6H)-carboxylate C(C1=CC=CC=C1)OC(=O)N1[C@H](CN(CC1)C=1C2=C(N=C(N1)OC[C@H]1N(CCC1)C1CC1)CN(CC2)C(=O)OC(C)(C)C)CC#N